9,10-bis(4-((tert-butyldimethylsilyl)oxy)phenyl)-9,10-dimethoxy-9,10-dihydroanthracene [Si](C)(C)(C(C)(C)C)OC1=CC=C(C=C1)C1(C2=CC=CC=C2C(C=2C=CC=CC12)(OC)C1=CC=C(C=C1)O[Si](C)(C)C(C)(C)C)OC